C(C)(C)(C)OC(=O)NCC1=CC=C(C=C1)NC(=O)C1=CC2=C(OCCC3=C2SC=C3)C=C1C1=C(C=3C=NN(C3C=C1)CCC)C(=O)OC methyl 5-(9-((4-(((tert-butoxycarbonyl)amino)methyl)phenyl)carbamoyl)-4,5-dihydrobenzo[b]thieno[2,3-d]oxepin-8-yl)-1-propyl-1H-indazole-4-carboxylate